2-Methyl-3-(9-(tetrahydro-2H-pyran-2-yl)-6-((triisopropylsilyl)ethynyl)-9H-purin-2-yl)Benzonitrile CC1=C(C#N)C=CC=C1C1=NC(=C2N=CN(C2=N1)C1OCCCC1)C#C[Si](C(C)C)(C(C)C)C(C)C